C(C)(=O)OC1=CC=C(OC=2C=C3C=CN(C3=CC2)C(=O)OC(C)(C)C)C=C1 5-(4-acetoxyphenoxy)-1-tert-butoxycarbonyl-1H-indole